C(C)OCC=1N(C2=C(C(=NC=3C=CC=CC23)NC(C2=CC=CC=C2)(C2=CC=CC=C2)C2=CC=CC=C2)N1)CC(OCCOCCOCCOCCOCCOCCOCCOCCOCCOCCOCCOCCOCCOCCOCCOCCO)(C)C 50-(2-(ethoxymethyl)-4-(tritylamino)-1H-imidazo[4,5-c]quinolin-1-yl)-49,49-dimethyl-3,6,9,12,15,18,21,24,27,30,33,36,39,42,45,48-hexadecaoxapentacontan-1-ol